tert-butyl (S)-3-(3-((6-chloro-1-cyclopropyl-1H-benzo[d]imidazol-5-yl)ethynyl)-4-cyano-5-((4-methoxybenzyl)amino)-1H-pyrazol-1-yl)pyrrolidine-1-carboxylate ClC=1C(=CC2=C(N(C=N2)C2CC2)C1)C#CC1=NN(C(=C1C#N)NCC1=CC=C(C=C1)OC)[C@@H]1CN(CC1)C(=O)OC(C)(C)C